trans-benzyl (4-hydroxy-1-(4-iodo-6-morpholinopyridin-2-yl)pyrrolidin-3-yl)carbamate O[C@H]1[C@@H](CN(C1)C1=NC(=CC(=C1)I)N1CCOCC1)NC(OCC1=CC=CC=C1)=O